O=S1(CCC(CC1)C(=O)O)=O 1,1-dioxothiane-4-carboxylic acid